6-(3-nitrophenyl)-3-oxo-pyridazine-4-carboxylate [N+](=O)([O-])C=1C=C(C=CC1)C=1C=C(C(NN1)=O)C(=O)[O-]